S(=O)(=O)(O)C(C(=O)O)CCCCCCC(=O)O sulfoazelaic acid